SC(C(=O)OCC=C)C allyl mercaptopropionate